3-(5-(4-(1,3-dioxolan-2-yl)piperidin-1-yl)-1-oxoisoindolin-2-yl)piperidine-2,6-dione O1C(OCC1)C1CCN(CC1)C=1C=C2CN(C(C2=CC1)=O)C1C(NC(CC1)=O)=O